N(=[N+]=[N-])[C@]1([C@H](C[C@@H](O1)N1C(=O)N=C(N)C=C1)O)CO 4'-azidodeoxycytidine